(2S,5R)-5-(N-phenylmethyl-oxy-p-nitrobenzenesulfonylamino)-piperidine-2-carboxylic acid methyl ester COC(=O)[C@H]1NC[C@@H](CC1)N(OCC1=CC=CC=C1)S(=O)(=O)C1=CC=C(C=C1)[N+](=O)[O-]